FC(C(OC(=C(F)F)F)(F)F)(S(=O)(=O)F)F 1,1,2,2-tetrafluoro-2-[(1,2,2-trifluoroethenyl)oxy]-ethansulfonyl fluoride